COC(C1=C(C(C(=O)OC)=CC(=C1)Br)I)=O 5-bromo-2-iodoisophthalic acid dimethyl ester